4-Methyl-N-[2-[[4-(4-piperidyloxy)anilino]methyl]phenyl]thieno[3,2-b]pyrrole-5-carboxamide dihydrochloride Cl.Cl.CN1C2=C(C=C1C(=O)NC1=C(C=CC=C1)CNC1=CC=C(C=C1)OC1CCNCC1)SC=C2